NC1=NC2=CC=C(C=C2C(=C1)CN1C(C2=CC=CC=C2C1=O)=O)C(=O)N1C(CCCC1)C1=CC=C(C=C1)C(F)(F)F 2-((2-amino-6-(2-(4-(trifluoromethyl)phenyl)piperidin-1-carbonyl)quinolin-4-yl)methyl)isoindole-1,3-dione